Cl.CC=1N=C2N(C=C(C=C2C)C2=CC3=C(N=C(S3)C3CCNCC3)C=C2)C1 6-(2,8-Dimethylimidazo[1,2-a]pyridin-6-yl)-2-(piperidin-4-yl)-1,3-benzothiazol-Hydrochlorid